12-hydroperoxy-9Z,13E,15E-octadecatrienoic acid O(O)C(CCCCC=CC=CC=CC(=O)O)CCCCCC